difluoromonochloromonobromomethane FC(Br)(Cl)F